2-N-[4-(2-amino-N-(2-aminophenyl)anilino)phenyl]-2-N-(2-aminophenyl)benzene-1,2-diamine NC1=C(N(C2=C(C=CC=C2)N)C2=CC=C(C=C2)N(C=2C(=CC=CC2)N)C2=C(C=CC=C2)N)C=CC=C1